2-(3-chlorophenyl)-1-(4-fluorophenyl)-2-methylpropyl((S)-1-(((S)-1-hydroxy-3-((S)-2-oxopyrrolidin-3-yl)propan-2-yl)amino)-4-methyl-1-oxopentan-2-yl)carbamate ClC=1C=C(C=CC1)C(C(C1=CC=C(C=C1)F)N(C([O-])=O)[C@H](C(=O)N[C@H](CO)C[C@H]1C(NCC1)=O)CC(C)C)(C)C